OC=1C=CC2=C(O[C@@H](CO2)CNC(=O)C=2OC(=CC2)CN2CCN(CC2)C)C1 5-(4-methyl-piperazin-1-ylmethyl)-furan-2-carboxylic acid ((R)-7-hydroxy-2,3-dihydro-benzo[1,4]dioxin-2-ylmethyl)-amide